di-tert-butyl [3-[2-(dimethylamino) ethyl]-1H-indol-4-yl] phosphate HCl salt Cl.P(=O)(OC(C)(C)C)(OC(C)(C)C)OC1=C2C(=CNC2=CC=C1)CCN(C)C